FC1=CC=C(C(=O)N[C@@H](COCC(=O)OCC)C(=O)N2CCOCC2)C=C1 (S)-ethyl 2-(2-(4-fluorobenzamido)-3-morpholino-3-oxopropoxy)acetate